FC(C1=NC=C(C=N1)OC1=NC=CC=C1C=1CCNCC1)(F)F 2-((2-(trifluoromethyl)pyrimidin-5-yl)oxy)-1',2',3',6'-tetrahydro-3,4'-bipyridine